4-bromo-1-methyl-2-((1r,4r)-4-methylcyclohexyl)-1H-imidazole BrC=1N=C(N(C1)C)C1CCC(CC1)C